C(CC(O)(C(=O)O)CC(=O)O)(=O)O.C(C)OCC1(CCN(CC1)CC=1C=CC2=C(NC(=N2)C)C1)CCC1=CC=CC=C1 6-((4-(ethoxymethyl)-4-phenethylpiperidin-1-yl)methyl)-2-methyl-1H-benzo[d]imidazole citrate